ClC=1C=C2C(=NC(=NC2=C(C1C1=CC(=CC2=CC=CC=C12)O)F)N1CC(C1)N(C)C)N1C[C@H]2CC[C@@H](C1)N2C 4-((S or R)-6-chloro-2-(3-(dimethylamino)azetidin-1-yl)-8-fluoro-4-((1R,5S)-8-methyl-3,8-diazabicyclo[3.2.1]oct-3-yl)quinazolin-7-yl)naphthalen-2-ol